ClC1=C(C(=O)O[C@@H]2C[C@@H](C2)C(=O)OCC)C=C(C(=C1)F)N1C(N(C(N(C1=O)C)=S)C)=O (cis)-(3-Ethoxycarbonylcyclobutyl) 2-chloro-5-(3,5-dimethyl-2,6-dioxo-4-thioxo-1,3,5-triazinan-1-yl)-4-fluoro-benzoate